ClC=1C=C2C=C(NC2=CC1OCC=1N=CSC1)CNC(=O)C1OC(OC1)(C)C N-((5-chloro-6-(thiazol-4-ylmethoxy)-1H-indol-2-yl)methyl)-2,2-dimethyl-1,3-dioxolane-4-carboxamide